N,N-dimethylcyclohexylamine CN(C)C1CCCCC1